Methyl 6-(methoxy-d3)-5-nitropyridine-2-carboxylate C(OC1=C(C=CC(=N1)C(=O)OC)[N+](=O)[O-])([2H])([2H])[2H]